8-fluorobenzo[kl]xanthene FC1=CC=CC=2C3=C4C(C=CC=C4OC12)=CC=C3